ethyl (5-amino-1H-tetrazol-1-yl)acetate NC1=NN=NN1CC(=O)OCC